(R)-6-amino-5-methyl-N-(1-(naphthalen-1-yl)ethyl)picolinamide NC1=C(C=CC(=N1)C(=O)N[C@H](C)C1=CC=CC2=CC=CC=C12)C